BrC1=CC=2CC3N(N(C2C=C1)C1=CC=C(C=C1)Br)C(C(C3)(C)C)=O 8-bromo-5-(4-bromophenyl)-2,2-dimethyl-1,5,10,10a-tetrahydropyrrolo[1,2-b]cinnolin-3(2H)-one